methyl 5-chloro-6-(4-methylpiperazin-1-yl)pyridine-3-carboxylate ClC=1C=C(C=NC1N1CCN(CC1)C)C(=O)OC